rac-(3aR,5R,7S,7aR)-1-isopropyl-3,3,5,7-tetramethyl-5-propyl-octahydrobenzo[c]isoxazole C(C)(C)N1OC([C@H]2[C@H]1[C@H](C[C@](C2)(CCC)C)C)(C)C |r|